tert-butyl 4-(2-(2,4-difluorophenyl)-2-((4-(trifluoromethoxy)phenyl)sulfonamido)ethyl)piperazine-1-carboxylate FC1=C(C=CC(=C1)F)C(CN1CCN(CC1)C(=O)OC(C)(C)C)NS(=O)(=O)C1=CC=C(C=C1)OC(F)(F)F